(3S,4R)-4-(5-chloro-1-methyl-pyrazol-3-yl)-N-(2,6-difluoro-3-pyridyl)-1-methyl-2-oxo-pyrrolidine-3-carboxamide ClC1=CC(=NN1C)[C@@H]1[C@H](C(N(C1)C)=O)C(=O)NC=1C(=NC(=CC1)F)F